C(C)(C)(C)C=1C(C(=CC(C1)CC1=CC=C(C=C1)C#N)C(C)(C)C)=O 2,6-di-tert-butyl-4-(4-cyanobenzyl)-cyclohexa-2,5-dienone